3-((2-((S)-amino(4,4-difluorocyclohexyl)methyl)imidazo[1,2-b]pyridazin-7-yl)methyl)-6-(trifluoromethyl)piperidin-2-one N[C@H](C=1N=C2N(N=CC(=C2)CC2C(NC(CC2)C(F)(F)F)=O)C1)C1CCC(CC1)(F)F